N1N=CC(=C1)C1N(CCN(C1)C1=NC(=NC=C1)C1=CN=C2N1C=C(C=C2)C(F)(F)F)C(=O)C2=CC=NN2C (2-(1H-pyrazol-4-yl)-4-(2-(6-(trifluoromethyl)imidazo[1,2-a]pyridin-3-yl)pyrimidin-4-yl)piperazin-1-yl)(1-methyl-1H-pyrazol-5-yl)methanone